C(C(=C)C)(=O)OCCC[SiH](OC)OC γ-methacryloxypropyl-dimethoxysilane